Ethyl 5-fluoro-3-(1-((1-(2-((4-isopropylphenyl)sulfonamido)ethyl)piperidin-4-yl)methyl)-1H-1,2,3-triazol-4-yl)-1H-indol-2-carboxylat FC=1C=C2C(=C(NC2=CC1)C(=O)OCC)C=1N=NN(C1)CC1CCN(CC1)CCNS(=O)(=O)C1=CC=C(C=C1)C(C)C